C1(CC1)OC=1C2=C(N=C(N1)C)CN(C2)C(CC2CN(C2)C2=CC(=NC=C2)C(F)(F)F)=O 1-(4-Cyclopropoxy-2-methyl-5,7-dihydro-6H-pyrrolo[3,4-d]pyrimidin-6-yl)-2-(1-(2-(trifluoromethyl)pyridin-4-yl)azetidin-3-yl)ethan-1-one